C1(=CC=CC=C1)C1=CN=C(S1)C1NCCC1 5-phenyl-2-(pyrrolidin-2-yl)thiazole